C(C)(C)(C)C1=C(CN(C(=O)C=2C(=NN(C2F)C)C(F)F)C2CC2)C=C(C=C1)C N-(2-tert-butyl-5-methylbenzyl)-N-cyclopropyl-3-(difluoromethyl)-5-fluoro-1-methyl-1H-pyrazole-4-carboxamide